3-(4,4-difluorocyclohex-1-en-1-yl)-5-(2,5-difluorophenyl)pyridazin-4-amine FC1(CC=C(CC1)C=1N=NC=C(C1N)C1=C(C=CC(=C1)F)F)F